ClC1=C(C(=C2C=NN(C2=C1)C1OCCCC1)C1=NC=CN2C1=C(C=1N=C(N=C(C12)N1CCOC[C@](C1)(O)C)SC)F)C1CC1 (6S)-4-(9-(6-chloro-5-cyclopropyl-1-(tetrahydro-2H-pyran-2-yl)-1H-indazol-4-yl)-10-fluoro-2-(methylthio)pyrazino[1',2':1,5]pyrrolo[3,2-d]pyrimidin-4-yl)-6-methyl-1,4-oxazepan-6-ol